rac-benzyl ((2S,3R,4R)-1-acetyl-6-methoxy-2,3-dimethyl-1,2,3,4-tetrahydroquinolin-4-yl)carbamate C(C)(=O)N1[C@H]([C@@H]([C@H](C2=CC(=CC=C12)OC)NC(OCC1=CC=CC=C1)=O)C)C |r|